N-((1s,3s)-3-(6-((1-(6-(2-((2-(2,6-dioxopiperidin-3-yl)-1,3-dioxoisoindolin-5-yl)amino)acetamido)hexanoyl)piperidin-4-yl)amino)-9H-purin-9-yl)cyclobutyl)-6-methylpicolinamide O=C1NC(CC[C@@H]1N1C(C2=CC=C(C=C2C1=O)NCC(=O)NCCCCCC(=O)N1CCC(CC1)NC1=C2N=CN(C2=NC=N1)C1CC(C1)NC(C1=NC(=CC=C1)C)=O)=O)=O